diethyl-({[3-(3-methyl-1H-pyrazol-5-yl)-5-[(3R)-3-methylmorpholin-4-yl]-[1,2]thiazolo[4,5-b]pyridin-7-yl]imino})-λ^6-sulfanone C(C)S(=O)(=NC1=C2C(=NC(=C1)N1[C@@H](COCC1)C)C(=NS2)C2=CC(=NN2)C)CC